4-butylene hexadecanedioate C1(CCCCCCCCCCCCCCC(=O)OCCCCO1)=O